ClC=1C=C(C=CC1F)NC(N([C@H](C)C1=CNC(C2=CC=CC=C12)=O)CCNC(C)=O)=O (R)-N-(2-(3-(3-Chloro-4-fluorophenyl)-1-(1-(1-oxo-1,2-dihydroisochinolin-4-yl)ethyl)ureido)ethyl)acetamid